palladium (0) Toluol C1(=CC=CC=C1)C.[Pd]